NC(C(=O)N1CCOCC1)C=1C=CC(=NC1)C1=C(C=C(C#N)C=C1)OC=1N(N=C(C1)C1CC1)C 4-[5-(1-amino-2-morpholin-4-yl-2-oxoethyl)pyridin-2-yl]-3-(5-cyclopropyl-2-methylpyrazol-3-yl)oxybenzonitrile